N[C@H](C(=O)N1[C@@H]([C@H]2C([C@H]2C1)(C)C)C(=O)NC(C)(C=1C=NC=C(C1)F)C#N)C(C)(C)C (1R,2S,5S)-3-[(2S)-2-amino-3,3-dimethyl-butanoyl]-N-[1-cyano-1-(5-fluoro-3-pyridyl)ethyl]-6,6-dimethyl-3-azabicyclo[3.1.0]hexane-2-carboxamide